7-[1-(2,2-dimethyl-1,3-dioxan-5-yl)piperidin-4-yl]-2-(4-ethyl-6-methylpyrazolo[1,5-a]pyrazin-2-yl)-4H-pyrido[1,2-a]pyrimidin-4-one CC1(OCC(CO1)N1CCC(CC1)C=1C=CC=2N(C(C=C(N2)C2=NN3C(C(=NC(=C3)C)CC)=C2)=O)C1)C